tert-Butyl (E)-4-(3-(4-(trifluoromethyl)phenyl)allyl)piperidine-1-carboxylate FC(C1=CC=C(C=C1)/C=C/CC1CCN(CC1)C(=O)OC(C)(C)C)(F)F